C1(CC1)C(=O)NC1=C2C=CC(=C(C2=CC=C1)OC=1N=NC=CC1C1=NC(=NC=C1)N[C@@H]1CN(CCC1)C(=O)OC(C)(C)C)C (S)-tert-Butyl 3-((4-(3-((5-(cyclopropanecarboxamido)-2-methylnaphthalen-1-yl)oxy)pyridazin-4-yl)pyrimidin-2-yl)amino)piperidine-1-carboxylate